3-[18F]Fluoropropyl-2-ethyl-2-[[6-[[(1S,2S)-2-(hydroxymethyl)cyclopropyl]methoxy]-5-(3-methoxyazetidin-1-yl)pyridine-2-carbonyl]amino]butanoate [18F]CCCOC(C(CC)(NC(=O)C1=NC(=C(C=C1)N1CC(C1)OC)OC[C@@H]1[C@H](C1)CO)CC)=O